tert-butyl N-[2-(4-bromophenyl)ethyl]carbamate BrC1=CC=C(C=C1)CCNC(OC(C)(C)C)=O